C(C)C1=C(C=CC=C1)OCCCCC=C 1-ethyl-2-(hex-5-en-1-yloxy)benzene